O=S1([C@@H]2[C@@H](N(CC1)S(=O)(=O)C1=CC=C(C)C=C1)C[C@@H](OC2)C(=O)N2[C@H](C1=CC=CC=C1CC2)C2=CC=C(C=C2)F)=O ((4aR,7R,8aS)-4,4-dioxido-1-tosyloctahydropyrano[3,4-b][1,4]thiazin-7-yl)((S)-1-(4-fluorophenyl)-3,4-dihydroisoquinolin-2(1H)-yl)methanone